FC(C1=CC(=NC(=C1)[C@@]1(COCC1)OC)C=1C=C(N2C=NC(=CC21)N)C)F (S)-5-(4-(difluoromethyl)-6-(3-methoxytetrahydrofuran-3-yl)pyridin-2-yl)-7-methylpyrrolo[1,2-c]pyrimidin-3-amine